C(CC)(=O)ON(P(=O)OC1=CC=CC=C1)OC[C@H]1O[C@H]([C@]([C@@H]1O)(C)F)N1C(NC(C=C1)=O)=O (S)-((((2R,3R,4R,5R)-5-(2,4-dioxo-3,4-dihydropyrimidin-1(2H)-yl)-4-fluoro-3-hydroxy-4-methyltetrahydrofuran-2-yl) methoxy)-(phenoxy) phosphinylamino) propionate